C(CC=C)OC=1C=2N(C=C(N1)C1=CC(=NC=C1OC)[C@@H](C)N(C(=O)NC(CC=C)CC(C)(F)F)CC)C=CN2 1-((R)-1-(4-(8-(but-3-en-1-yloxy)imidazo[1,2-a]pyrazin-6-yl)-5-methoxypyridin-2-yl)ethyl)-3-(6,6-difluorohept-1-en-4-yl)-1-ethylurea